BrC1=CC(=C(OCCC(=O)O)C=C1)OC 3-(4-bromo-2-methoxyphenoxy)propanoic acid